N(=[N+]=[N-])C1=CC=C(OC2OCCCC2)C=C1 (4-azidophenoxy)tetrahydro-2H-pyran